[2-(aminomethyl)-3,3-difluoro-allyl]-4-[5-(1-ethylpyrazol-4-yl)pyrazin-2-yl]-1,2,4-triazol-3-one trifluoroacetate salt FC(C(=O)O)(F)F.NCC(CC=1N(C(NN1)=O)C1=NC=C(N=C1)C=1C=NN(C1)CC)=C(F)F